N-(4-{[6-(5-chloro-2-fluorophenyl)-3-[(2,2-dimethyl-1,3-dioxolan-4-yl)methoxy]pyridazin-4-yl]amino}pyridin-2-yl)-3-(4-methylpiperazin-1-yl)propanamide ClC=1C=CC(=C(C1)C1=CC(=C(N=N1)OCC1OC(OC1)(C)C)NC1=CC(=NC=C1)NC(CCN1CCN(CC1)C)=O)F